C[Si](CCOCOC1=C2CCCC2=CC(=C1B1OC(C(O1)(C)C)(C)C)C)(C)C trimethyl-[2-[[6-methyl-5-(4,4,5,5-tetramethyl-1,3,2-dioxaborolan-2-yl)indan-4-yl]oxymethoxy]ethyl]silane